(E)-6-(3-(cyclopropylmethoxy)-4-(difluoromethoxy)styryl)pyrazine-2-carboxylic acid methyl ester COC(=O)C1=NC(=CN=C1)\C=C\C1=CC(=C(C=C1)OC(F)F)OCC1CC1